CCCCC=CCCCC (E or Z)-dec-5-ene